C1=CC=CC=2C3=CC=CC=C3C(C12)COC(=O)NCCOCCC(=O)N(CC(N(CCOCCOCCOCCC(=O)OC(C)(C)C)C)=O)CC(N(CCOCCOCCOCCC(=O)OC(C)(C)C)C)=O di-tert-butyl 16-(3-(2-((((9H-fluoren-9-yl)methoxy)carbonyl)amino)ethoxy)propanoyl)-13,19-dimethyl-14,18-dioxo-4,7,10,22,25,28-hexaoxa-13,16,19-triazahentriacontanedioate